CN1C(NC(C2=CC=CC=C12)=O)C=1C(=NNC1)C1=CC=C(C=C1)C1=CC=CC=C1 1-Methyl-2-[3-(4-phenylphenyl)-1H-pyrazol-4-yl]-2,3-dihydro-quinazolin-4-one